C[C@H]1N(CCN(C1=O)C)CCOC1=CC=C(C=C1)C1CCN(CC1)C1=NC=C(C=N1)C=1C2=C(C(N(C1)C)=O)N(C=C2)S(=O)(=O)C2=CC=C(C)C=C2 (R)-4-{2-[4-(4-(2-(2,4-dimethyl-3-oxopiperazin-1-yl)ethoxy)phenyl)piperidin-1-yl]pyrimidin-5-yl}-6-methyl-1-tosyl-1H-pyrrolo[2,3-c]pyridin-7(6H)-one